S1C(=CC=C1)NC(=O)C1(CC1)C(=O)N N-(thien-2-yl)cyclopropane-1,1-dicarboxamide